FC1=CC=C(C=C1)NC(=O)N1CCCCC1 N-(4-fluorophenyl)piperidine-1-carboxamide